O[C@@]1(N(CCC1)C)C(=O)O hydroxyL-methyl-L-proline